C(C1=CC=CC=C1)(=O)C1=CC=C(C=C1)C(C(=O)N)Br 2-(4-benzoylphenyl)-2-bromoacetamide